ClC1=C(C=CC=C1Cl)N1CCN(CC1)CCC1(CCC(CC1)NC(N(C)C)=O)O 3-(cis-4-(2-(4-(2,3-dichlorophenyl)piperazin-1-yl)ethyl)-4-hydroxycyclohexyl)-1,1-dimethylurea